2-chloro-4-fluoro-3-nitrobenzoic acid ClC1=C(C(=O)O)C=CC(=C1[N+](=O)[O-])F